ClC1=C(C=CC=C1)CCCC=C 5-(2-chlorophenyl)-1-pentene